Cl.Cl.CC=1C=2N(C=C(C1)C1=CC=C(C=C1)N1CCNCC1)C=C(N2)C2=CC=C(C=C2)S(=O)(=O)C 8-methyl-2-(4-(methylsulfonyl)phenyl)-6-(4-(piperazin-1-yl)phenyl)imidazo[1,2-a]pyridine dihydrochloride